COC=1C=C(CN2C[C@H](N(CC2)C2CC3(C2)CCNCC3)C3=C(C=CC=C3)C(C)C)C=CC1OC (R)-2-(4-(3,4-dimethoxybenzyl)-2-(2-isopropylphenyl)piperazin-1-yl)-7-azaspiro[3.5]nonane